(R)-5-(1-(3,5-dichloropyridin-4-yl)ethoxy)-3-(6-(piperazin-1-yl)pyridin-3-yl)-1H-indazole dihydrochloride Cl.Cl.ClC=1C=NC=C(C1[C@@H](C)OC=1C=C2C(=NNC2=CC1)C=1C=NC(=CC1)N1CCNCC1)Cl